6-[3'-(2-pyridyldithio)-propionylamino]hexanoic acid sulfosuccinimidyl ester S(=O)(=O)(O)C1C(=O)N(C(C1)=O)OC(CCCCCNC(CCSSC1=NC=CC=C1)=O)=O